4-((5-Chloro-7-(2-((3,5-dioxo-2-(2,2,2-trifluoroethyl)-2,5-dihydro-1,2,4-Triazin-4(3H)-yl)methyl)thieno[3,2-b]pyridin-7-yl)-1H-indol-1-yl)methyl)piperidine-4-Formonitrile ClC=1C=C2C=CN(C2=C(C1)C1=C2C(=NC=C1)C=C(S2)CN2C(N(N=CC2=O)CC(F)(F)F)=O)CC2(CCNCC2)C#N